ClC=1C=C(CNC2=NC3=C(C=4C=CC=CC24)NC(C3=O)=O)C=CC1 5-((3-chlorobenzyl)amino)-2,3-dioxo-2,3-dihydro-1H-pyrrolo[3,2-c]isoquinoline